CC1=NN(C=C1NC1=NC=C(C(=N1)NCCCN1C(CCCCC1)=O)C(F)(F)F)C1CCN(CC1)C1COC1 1-(3-((2-((3-methyl-1-(1-(oxetan-3-yl)piperidin-4-yl)-1H-pyrazol-4-yl)amino)-5-(trifluoromethyl)pyrimidin-4-yl)amino)propyl)azepan-2-one